S1C=CC2=C1C=CC(=C2)CCOCCCN2CC(C2)O 3-(2-(1-benzothiophen-5-yl)ethoxy)propylazetidin-3-ol